((4-(decyloxy)-4-oxobutyl) amino) hexanoate C(CCCCC)(=O)ONCCCC(=O)OCCCCCCCCCC